The molecule is an omega-carboxyacyl-CoA that results from the formal condensation of the thiol group of coenzyme A with one of the carboxy groups of glutaric acid. It has a role as a mouse metabolite. It derives from a coenzyme A. It is a conjugate acid of a glutaryl-CoA(5-). CC(C)(COP(=O)(O)OP(=O)(O)OC[C@@H]1[C@H]([C@H]([C@@H](O1)N2C=NC3=C(N=CN=C32)N)O)OP(=O)(O)O)[C@H](C(=O)NCCC(=O)NCCSC(=O)CCCC(=O)O)O